O1COC2=C1C=CC(=C2)S benzo[d][1,3]dioxol-5-thiol